3-(2,4-Dimethoxybenzyl)-8,8-dimethyl-11-((methylthio)methyl)-7,10-dihydro-8H-pyrano[3'',4'':5',6']pyrido[3',2':4,5]thieno[3,2-d]pyrimidin-4(3H)-one COC1=C(CN2C=NC3=C(C2=O)SC2=C3C(=C3C(=N2)CC(OC3)(C)C)CSC)C=CC(=C1)OC